CC1=CC=C(C=C1)S(=O)(=O)CCC1CCN(CC1)C(=O)OCC1=CC=CC=C1 benzyl 4-(2-(p-toluenesulfonyl)ethyl)piperidine-1-carboxylate